NCC(CN1N=CN(C1=O)C1=NC(=CC=C1)C1=CC=C(C=C1)N1CCNCC1)=C(F)F 2-[2-(aminomethyl)-3,3-difluoro-allyl]-4-[6-(4-piperazin-1-ylphenyl)-2-pyridyl]-1,2,4-triazol-3-one